2-(3-chloro-4-fluorophenyl)-2-[(4-{[(5-methyl-1,3,4-oxadiazol-2-yl)amino]methyl}-1H-1,3-benzodiazol-2-yl)amino]propyl 2,2-dimethylpropanoate CC(C(=O)OCC(C)(NC1=NC2=C(N1)C=CC=C2CNC=2OC(=NN2)C)C2=CC(=C(C=C2)F)Cl)(C)C